t-dodecylmercaptan CC(C)C(C)(C)C(C)(C)C(C)(C)S